FC=1C=C(C=CC1C1=NC2=CC=C3C(=C2C=2CCCCC12)C=NN3)O 3-fluoro-4-(8,9,10,11-tetrahydro-3H-pyrazolo[4,3-a]phenanthridin-7-yl)phenol